(1S,2R,4S)-1,3,3-trimethylbicyclo[2.2.1]heptan-2-ol C[C@]12[C@H](C([C@@H](CC1)C2)(C)C)O